2-carbonyl-4-[hydroxy(methyl)phosphono]-butyric acid C(=O)=C(C(=O)O)CCP(=O)(OC)OO